N[C@@H]1[C@@](CN(C1)C=1C=C2CN3[C@@H](C2=CC1)CN(C[C@H]3C)C=3C=1N(C(=CC3)C#N)N=CC1F)(C)O 4-[(4R,10bS)-8-[(3S,4S)-4-amino-3-hydroxy-3-methyl-pyrrolidin-1-yl]-4-methyl-3,4,6,10b-tetrahydro-1H-pyrazino[2,1-a]isoindol-2-yl]-3-fluoro-pyrazolo[1,5-a]pyridine-7-carbonitrile